(1-(4-(trifluoromethyl)-1H-imidazol-2-yl)-2-oxabicyclo[2.2.2]oct-4-yl)methyl-4-methylbenzenesulfonate FC(C=1N=C(NC1)C12OCC(CC1)(CC2)COS(=O)(=O)C2=CC=C(C=C2)C)(F)F